N1=CC=CC=2C(=CC=NC12)O [1,8]Naphthyridin-5-ol